(3S,4S)-8-(6-(3,4-dihydroquinoxalin-1(2H)-yl)pyrido[2,3-b]pyrazin-2-yl)-3-methyl-2-oxa-8-azaspiro[4.5]decan-4-amine N1(CCNC2=CC=CC=C12)C=1C=CC=2C(=NC=C(N2)N2CCC3([C@@H]([C@@H](OC3)C)N)CC2)N1